F[PH+](F)F trifluoro-phosphonium